NC([C@H](CC=1N=CNC1)NC([C@H](CC1=CC=CC=C1)NC([C@@H](CCCNC(=N)N)NC([C@H](CC1=CC=CC=C1)N)=O)=O)=O)=O (R)-N-((S)-1-(((S)-1-amino-3-(1H-imidazol-4-yl)-1-oxopropan-2-yl)amino)-1-oxo-3-phenylpropane-2-yl)-2-((S)-2-amino-3-phenylpropionamido)-5-guanidinopentanamide